C(#N)CC1(CN(C1)C1CCN(CC1)C(=O)C1=C(C=C(C#N)C=C1)F)N1C=C(C=C1)C=1C2=C(N=CN1)NC=C2 4-[(4-{3-(cyanomethyl)-3-[3-(7H-pyrrolo[2,3-d]pyrimidin-4-yl)-1H-pyrrol-1-yl]azetidin-1-yl}piperidin-1-yl)carbonyl]-3-fluorobenzonitrile